S(=O)(=O)(ON1[C@@H]2CC[C@H](N(C1=O)C2)C(NS(=O)(=O)C=2C=NC=CC2)=N)[O-].[Na+] sodium (2S,5R)-7-oxo-2-(N-(pyridin-3-ylsulfonyl) carbamimidoyl)-1,6-diazabicyclo[3.2.1]oct-6-yl sulfate